2-amino-3-bromo-N-((1R)-1-(2-pyrimidinyl)ethyl)-N-((5-(trifluoromethyl)-2-pyridinyl)methyl)-1,7-naphthyridine-6-carboxamide NC1=NC2=CN=C(C=C2C=C1Br)C(=O)N(CC1=NC=C(C=C1)C(F)(F)F)[C@H](C)C1=NC=CC=N1